C(C)NC(NCC)[SiH2]CC bis(ethylamino)methylethylsilane